N1(C=NC=C1)C1=CC(=C2C(=N1)C=NN2)C(=O)OC Methyl 5-(1H-imidazol-1-yl)-1H-pyrazolo[4,3-b]pyridine-7-carboxylate